propenyl-cyclohexene oxide C(=CC)C12C(CCCC1)O2